C(C)(C)(C)C=1C=C(C=C(C1OC)C(C)(C)C)C1=C2CCCC2=CC=2C=C(CC12)C 4-(3,5-di-tert-butyl-4-methoxyphenyl)-6-methyl-1,2,3,5-tetrahydro-s-indacene